I.I.C(CCCCCCCN)N.[Na] sodium 1,8-octanediamine dihydroiodide